8-(2,2-dimethylcyclopropyl)octanoic acid CC1(C(C1)CCCCCCCC(=O)O)C